C1=CC=CC=2C3=CC=CC=C3C(C12)COC(=O)N(C(C(=O)O)CC1=CC=C(C=C1)OC)C 2-((((9H-Fluoren-9-yl)methoxy)carbonyl)(methyl)amino)-3-(4-methoxyphenyl)propanoic acid